2-(3,6-dihydro-2H-pyran-4-yl)-5-[3-(3,5-dimethyl-isoxazol-4-yl)pyrazolo[1,5-a]pyridin-5-yl]furan-3-carboxylic acid O1CCC(=CC1)C=1OC(=CC1C(=O)O)C1=CC=2N(C=C1)N=CC2C=2C(=NOC2C)C